phosphonic acid, sodium salt [Na+].P([O-])([O-])=O.[Na+]